FC(C(C(C(F)(F)F)(C(F)(F)F)F)(F)F)(F)F perfluoroisopentane